C1=NC=CC2=C1N(C1=CC=CC=C21)C2=C(C#N)C(=CC(=C2)C2=CC(=NC(=C2)C2=CC(=NC(=C2)C2=CC=CC=C2)C2=CC=CC=C2)C2=CC(=NC(=C2)C2=CC=CC=C2)C2=CC=CC=C2)N2C1=C(C3=CC=CC=C23)C=CN=C1 2,6-bis(9H-pyrido[3,4-b]indol-9-yl)-4-(2,2'',6,6''-tetraphenyl-[4,2':6',4''-terpyridin]-4'-yl)benzonitrile